(3,5-dimethylphenyl)butylphosphine bromide [Br-].CC=1C=C(C=C(C1)C)CCCCP